2-cyclopropyl-acetyl chloride C1(CC1)CC(=O)Cl